N-(3-(2-((4-(4-methylpiperazin-1-yl)oxazol-2-yl)amino)quinazolin-8-yl)phenyl)acrylamide CN1CCN(CC1)C=1N=C(OC1)NC1=NC2=C(C=CC=C2C=N1)C=1C=C(C=CC1)NC(C=C)=O